(S)-6-methyl-5-(8-methyl-[1,2,4]triazolo[1,5-a]pyridin-6-yl)-1-(1-(oxetan-3-yl)piperidin-3-yl)-1,3-dihydro-2H-benzo[d]imidazol-2-one CC=1C(=CC2=C(N(C(N2)=O)[C@@H]2CN(CCC2)C2COC2)C1)C=1C=C(C=2N(C1)N=CN2)C